ClC1=C(C(=CC=C1)Cl)CNC(=O)C1CN(C(C1)=O)C1=CC(=CC=C1)C(F)F N-[(2,6-dichlorophenyl)methyl]-1-[3-(difluoromethyl)phenyl]-5-oxopyrrolidine-3-carboxamide